C(=C\CCCC)/C(CC(=O)O)C.C(CCC)(=O)OC\C=C\CCC trans-2-hexenyl butyrate (trans-3-hexenyl butyrate)